C(#N)C1=CC2=C(NC(N(S2(=O)=O)CC(=O)N[C@@H](C)C2=C(C=C(C=C2)C#N)F)=O)C=C1 2-(7-Cyano-1,1,3-trioxo-4H-1lambda6,2,4-benzothiadiazin-2-yl)-N-[(1S)-1-(4-cyano-2-fluorophenyl)ethyl]acetamide